COC(C1=NC=CC=C1)=O picolinic acid (S)-methyl ester